Tert-butyl (6-((4-(3-nitrophenyl)thiazol-2-yl)amino)-6-oxohexyl)carbamate [N+](=O)([O-])C=1C=C(C=CC1)C=1N=C(SC1)NC(CCCCCNC(OC(C)(C)C)=O)=O